N-{1-[(piperidin-4-yl)methyl]-1H-pyrazol-4-yl}-2-(1H-pyrazol-4-yl)-1,3-thiazole-4-carboxamide N1CCC(CC1)CN1N=CC(=C1)NC(=O)C=1N=C(SC1)C=1C=NNC1